piperidin-2-ylmethanol N1C(CCCC1)CO